CC1(CN(C1)CC(=O)NC=1C=NC(=C(C1)NC1=NN(C2=NC(=NC=C21)NC=2C=NN(C2)CCOC)C)C)C 2-(3,3-dimethylazetidin-1-yl)-N-(5-((6-((1-(2-methoxyethyl)-1H-pyrazol-4-yl)amino)-1-methyl-1H-pyrazolo[3,4-d]pyrimidin-3-yl)amino)-6-methylpyridin-3-yl)acetamide